tert-butyl 4-(4-piperidyloxy)piperidine-1-carboxylate N1CCC(CC1)OC1CCN(CC1)C(=O)OC(C)(C)C